O=C(CCCCCNC(OCC1=CC=CC=C1)=O)NCCO[C@@H]1O[C@H]([C@H]([C@H]([C@@H]1O)O)O)C benzyl (6-oxo-6-((2-(((2R,3S,4R,5S,6S)-3,4,5-trihydroxy-6-methyltetrahydro-2H-pyran-2-yl)oxy)ethyl)amino)hexyl)carbamate